D-α-methyl-glutamine C[C@](N)(CCC(N)=O)C(=O)O